FC1=C(C(=CC=C1)OC)N1C(C(=CC=C1)C(=O)O)=O 1-(2-fluoro-6-methoxyphenyl)-2-oxo-1,2-dihydropyridine-3-carboxylic acid